(2R)-2-(3-{5-chloro-2-[(oxan-4-yl)amino]pyrimidin-4-yl}-5-oxo-5H,6H,7H-pyrrolo[3,4-b]pyridin-6-yl)-N-[(1S)-2-hydroxy-1-(6-methoxypyridin-2-yl)ethyl]propanamide ClC=1C(=NC(=NC1)NC1CCOCC1)C=1C=C2C(=NC1)CN(C2=O)[C@@H](C(=O)N[C@H](CO)C2=NC(=CC=C2)OC)C